ClC1=C(C=CC(=C1)F)[C@H]1[C@@H](COC(C1)(C)C)C(=O)N1CC(C2(CN(C2)C(C=C)=O)CC1)(F)F 1-(7-((3S,4R)-4-(2-chloro-4-fluorophenyl)-6,6-dimethyltetrahydro-2H-pyran-3-carbonyl)-5,5-difluoro-2,7-diazaspiro[3.5]nonan-2-yl)prop-2-en-1-one